2-[(5-fluoro-3,3-dimethyl-2-oxo-benzofuran-6-yl)methyl]-N-(3,3,3-trifluoropropyl)-1H-benzimidazole-5-carboxamide FC=1C(=CC2=C(C(C(O2)=O)(C)C)C1)CC1=NC2=C(N1)C=CC(=C2)C(=O)NCCC(F)(F)F